COC1=NC=CC2=C1C=C(S2)C(=O)O 4-methoxythieno[3,2-c]pyridine-2-carboxylic acid